ClC=1C=C(C=O)C=CC1OC 3-CHLORO-4-METHOXYBENZALDEHYDE